IC1=CC=C(C=C1)S(=O)(=O)OCC ethyl 4-iodobenzenesulfonate